C(=O)(OC(C)(C)C)N1CCCC1 racemic-Boc-dihydropyrroline